ClC=1C=C(C=NC1OCCOC)S(=O)(=O)NC(C1=C(C=C(C=C1)N1CCN(CC1)CC1=C(CC(CC1)(C)C)C1=CC=C(C=C1)Cl)OC=1C=C2C(=NC1)NC=C2)=O N-{[5-chloro-6-(2-methoxyethoxy)pyridin-3-yl]sulfonyl}-4-(4-{[2-(4-chlorophenyl)-4,4-dimethylcyclohex-1-en-1-yl]methyl}piperazin-1-yl)-2-(1H-pyrrolo[2,3-b]pyridin-5-yloxy)benzamide